2-chloro-4-((2-methyl-3-chlorobenzyl)amino)pyrimidin-5-carboxamide ClC1=NC=C(C(=N1)NCC1=C(C(=CC=C1)Cl)C)C(=O)N